C1(CCCCC1)NC(=O)NCC=1C=C2C=C(C(=NC2=CC1)C)N1C(NC(CC1)=O)=O 1-cyclohexyl-3-((3-(2,4-dioxotetrahydropyrimidin-1(2H)-yl)-2-methylquinolin-6-yl)methyl)urea